1-Tert-butyl N-[2-[2-[4-[2-[2-[[2-(2,6-dioxo-3-piperidyl)-1,3-dioxo-isoindolin-4-yl]amino] ethoxy]ethyl]piperazin-1-yl]ethoxy]ethyl]carbamate O=C1NC(CCC1N1C(C2=CC=CC(=C2C1=O)NCCOCCN1CCN(CC1)CCOCCNC(OC(C)(C)C)=O)=O)=O